C(C)(C)C1=C(OC=2C(=NC(=NC2)N)N)C=CC=C1OC 5-(2-isopropyl-3-methoxy-phenoxy)-pyrimidine-2,4-diamine